COC1=NC=NC2=CC=C(C=C12)C=1C=CN2N=C(N=CC21)C2(CC(C2)N)N 1-(5-(4-methoxyquinazolin-6-yl)pyrrolo[2,1-f][1,2,4]triazin-2-yl)cyclobutane-1,3-diamine